Phenylalanine boron trifluoride B(F)(F)F.N[C@@H](CC1=CC=CC=C1)C(=O)O